(3R,7S)-2-(3,4-dichlorobenzoyl)-9-((S)-1-(4-(difluoromethoxy)phenyl)ethyl)-3-methyl-10-oxo-1,2,3,4,7,8,9,10-octahydropyrido[4',3':3,4]pyrazolo[1,5-a]pyrazine-7-carboxylic acid ClC=1C=C(C(=O)N2CC=3C(=NN4C3C(N(C[C@H]4C(=O)O)[C@@H](C)C4=CC=C(C=C4)OC(F)F)=O)C[C@H]2C)C=CC1Cl